4-(4-amino-6-(2-fluoro-4-(2-fluoroacrylamido)phenyl)pyrazolo[5,1-f][1,2,4]triazin-5-yl)-2-methoxy-N-((1-(trifluoromethyl)cyclopropyl)methyl)benzamide NC1=NC=NN2C1=C(C(=N2)C2=C(C=C(C=C2)NC(C(=C)F)=O)F)C2=CC(=C(C(=O)NCC1(CC1)C(F)(F)F)C=C2)OC